((1s,4s)-4-((5-(1-(2,2-difluoroethyl)-4-fluoro-2-methyl-1H-benzo[d]imidazol-6-yl)-7H-pyrrolo[2,3-d]pyrimidin-2-yl)amino)cyclohexyl)(pyrrolidin-1-yl)methanone FC(CN1C(=NC2=C1C=C(C=C2F)C2=CNC=1N=C(N=CC12)NC1CCC(CC1)C(=O)N1CCCC1)C)F